octahydro-6H-pyrrolo[2,3-c]pyridin N1CCC2C1CNCC2